3-(3-((1r,3r)-3-((5-(5-methyl-5H-pyrido[4,3-b]indol-7-yl)pyridin-2-yl)oxy)cyclobutoxy)propoxy)propanal CN1C2=C(C=3C=CC(=CC13)C=1C=CC(=NC1)OC1CC(C1)OCCCOCCC=O)C=NC=C2